C(N)(OC(CC(C(C)C)N1CC2(C1)CN(CC2)C=2N=CN=NC2OC2=C(C=C(C=C2)F)C(N(C(C)C)CC)=O)C(C)(C)C)=O Tert-butyl-(3-(6-(6-(2-(ethyl (isopropyl) carbamoyl)-4-fluorophenoxy)-1,2,4-triazin-5-yl)-2,6-diazaspiro[3.4]oct-2-yl)-4-methylpentyl) carbamate